O-benzotriazole-1-yl-1,1,3,3-Tetramethyluronium N1(N=NC2=C1C=CC=C2)OC(=[N+](C)C)N(C)C